NC1=CC2=C(N(N=C2C(=C1C(=O)C1=C(C=CC(=C1)F)Cl)C#N)C)CC(F)F 5-amino-6-[(2-chloro-5-fluorophenyl)carbonyl]-3-(2,2-difluoroethyl)-2-methylindazol-7-carbonitrile